N1(CC(CC1)C(=O)OC)C(=O)OC(C)(C)C 1-(tert-butyl) 3-methyl pyrrolidine-1,3-dicarboxylate